C(C)C(C)(CC)S 2-ethyl-2-butanethiol